1-[4-(3-amino-propoxy)-2-hydroxy-phenyl]-3-(4-tert-butyl-phenyl)propane-1,3-dione NCCCOC1=CC(=C(C=C1)C(CC(=O)C1=CC=C(C=C1)C(C)(C)C)=O)O